C12NCCC(N(C1)C1=NC(=NC3=C(C(=C(C=C13)Cl)C1=CC=C(C3=C1N=C(S3)N)F)F)OC[C@]31CCCN1C[C@@H](C3)F)C2 4-(4-(2,6-diazabicyclo[3.2.1]octan-6-yl)-6-chloro-8-fluoro-2-(((2R,7aS)-2-fluorotetrahydro-1H-pyrrolizin-7a(5H)-yl)methoxy)quinazolin-7-yl)-7-fluorobenzo[d]thiazol-2-amine